C(C1=CC=CC=C1)(=O)NC=1C(=NC(=NC1)Cl)NC=1C=C(C=CC1)NC(OC(C)(C)C)=O tert-butyl (3-((5-benzamido-2-chloropyrimidin-4-yl)amino)phenyl)carbamate